2,6-dibromo-4-(perfluoropropan-2-yl)aniline BrC1=C(N)C(=CC(=C1)C(C(F)(F)F)(C(F)(F)F)F)Br